N1(N=CC=C1)C1=C(OC2C[C@@H]3[C@@H](CNC3)C2)C=CC=C1 (3aR,5s,6aS)-5-(2-(1H-pyrazol-1-yl)phenoxy)-octahydrocyclopenta[c]pyrrole